(+/-)-N5-(2-(1H-imidazol-4-yl)ethyl)-N7-methyl-3-phenyl-2,3-dihydrobenzofuran-5,7-dicarboxamide N1C=NC(=C1)CCNC(=O)C=1C=C(C2=C([C@H](CO2)C2=CC=CC=C2)C1)C(=O)NC |r|